CC1N(CCC1)C(=O)OC1CCCC1 cyclopentyl 2-methylpyrrolidine-1-carboxylate